O1C(=CC=C1)C(C(O)C=1OC=CC1)O 1,2-di(furan-2-yl)ethane-1,2-diol